(6S,9S,12S,15S,18R,19R)-12-cyclohexyl-19-decyl-6,9-bis(hydroxymethyl)-15-isobutyl-16,18-dimethyl-1-oxa-4,7,10,13,16-pentazacyclononadecane-2,5,8,11,14,17-hexone C1(CCCCC1)[C@H]1C(N[C@H](C(N[C@H](C(NCC(O[C@@H]([C@H](C(N([C@H](C(N1)=O)CC(C)C)C)=O)C)CCCCCCCCCC)=O)=O)CO)=O)CO)=O